FC1=C(OC=2N=CC(=NC2)NC(C(C)N2CC(N(CC2)C(=O)C=2C=C3C(=NC2)N=CO3)(C)C)=O)C=CC(=C1)F N-(5-(2,4-difluorophenoxy)pyrazin-2-yl)-2-(3,3-dimethyl-4-(oxazolo[4,5-b]pyridine-6-carbonyl)piperazin-1-yl)propanamide